C1CCC2=NC3=C(C(=C21)N)CCC3 1,2,3,5,6,7-hexahydrodicyclopenta[b,e]pyridin-8-amine